methylpiperidine-3-carbohydrazide CN1CC(CCC1)C(=O)NN